C1=NC=C(C2=CC=CC=C12)C1=CC=C(C=C1)C=1C=NN(C1)CC(=O)N(C)C 2-(4-(4-(Isoquinolin-4-yl)phenyl)-1H-pyrazole-1-yl)-N,N-dimethylacetamide